C12(CC(C1)C2)NC(=O)C=2C(N(C1=NC=C(C=C1C2O)C2=CC=C(C=C2)F)CCN2CCCCC2)=O N-(bicyclo[1.1.1]pent-1-yl)-6-(4-fluorophenyl)-4-hydroxy-2-oxo-1-(2-(piperidin-1-yl)ethyl)-1,2-dihydro-1,8-naphthyridine-3-carboxamide